2-Cyclopropyl-5-(4-fluoro-2-methyl-1-(1-methylpiperidin-4-yl)-1H-benzo[d]imidazol-6-yl)-7H-pyrrolo[2,3-d]pyrimidine C1(CC1)C=1N=CC2=C(N1)NC=C2C=2C=C(C1=C(N(C(=N1)C)C1CCN(CC1)C)C2)F